5-Fluoro-2-((((trans)-4-methoxycyclohexyl)thio)methyl)-7-((tetrahydro-2H-pyran-4-yl)methoxy)quinazolin-4(3H)-one FC1=C2C(NC(=NC2=CC(=C1)OCC1CCOCC1)CS[C@@H]1CC[C@H](CC1)OC)=O